4-methanesulfonylamino-3-phenoxyaniline CS(=O)(=O)NC1=C(C=C(N)C=C1)OC1=CC=CC=C1